2-(1-oxo-6,7,8,9-tetrahydropyrazino[1,2-a]indol-2(1H)-yl)nicotinaldehyde O=C1N(C=CN2C1=CC=1CCCCC21)C2=C(C=O)C=CC=N2